N-phenylpiperidine-3-carboxamide C1(=CC=CC=C1)NC(=O)C1CNCCC1